phosphonate chromium (III) [Cr+3].P([O-])([O-])=O.P([O-])([O-])=O.P([O-])([O-])=O.[Cr+3]